1-(4-methyl-4H-thieno[3,2-b]pyrrole-5-carbonyl)-N-(4-sulfamoylphenethyl)piperidine-4-carboxamide CN1C2=C(C=C1C(=O)N1CCC(CC1)C(=O)NCCC1=CC=C(C=C1)S(N)(=O)=O)SC=C2